[Pd].ClC1=C(CCC=CCC1)Cl dichloro(1,5-cyclooctadiene) palladium